C[Si](CCN([C@@H](C(C)C)C(=O)N[C@@H](C)C(=O)NCCC(=O)N[C@@H](CCCCN)C(=O)[O-])C(CN1C(C=CC1=O)=O)=O)(C)C 2-(trimethylsilyl)ethyl-N-[(2,5-dioxo-2,5-dihydro-1H-pyrrol-1-yl)acetyl]-L-valyl-L-alanyl-beta-alanyl-L-lysinat